4-(2-cyclopropyl-5-methylsulfonyl-2,3-dihydro-1-benzofuran-7-yl)-2-methylisoquinolin-1-one C1(CC1)C1OC2=C(C1)C=C(C=C2C2=CN(C(C1=CC=CC=C21)=O)C)S(=O)(=O)C